BrC1=C(C=CC(=C1)C)C1OC1C 2-(2-bromo-4-methylphenyl)-3-methyloxirane